2-((3S,4'R)-5-iodo-1-methyl-2-oxo-4'-phenylspiro[indoline-3,2'-[1,3]dioxolan]-4'-yl)acrylate IC=1C=C2C(=CC1)N(C([C@]21OC[C@@](O1)(C1=CC=CC=C1)C(C(=O)[O-])=C)=O)C